9,9-dimethyl-N-(4-(9-phenyl-1H-carbazol-3-yl)phenyl)-9H-Fluorene-2-amine CC1(C2=CC=CC=C2C=2C=CC(=CC12)NC1=CC=C(C=C1)C=1CCC=2N(C3=CC=CC=C3C2C1)C1=CC=CC=C1)C